O1CC=CC=2C(=CC=CC12)O chromen-5-ol